ClC1=CC2=C(N(C(N=C2N2[C@H](CN([C@@H](C2)C)C(C=C)=O)C)=O)CC(C)(C)OC)N=C1C1=C(C=CC=C1)F 6-Chloro-4-[(2S,5R)-2,5-dimethyl-4-prop-2-enoyl-piperazin-1-yl]-7-(2-fluorophenyl)-1-(2-methoxy-2-methyl-propyl)pyrido[2,3-d]pyrimidin-2-one